(R)-N-(4-methyl-3-(7-(methylamino)-1,6-naphthyridin-3-yl)phenyl)-4-(2,2,2-trifluoro-1-hydroxyethyl)picolinamide CC1=C(C=C(C=C1)NC(C1=NC=CC(=C1)[C@H](C(F)(F)F)O)=O)C=1C=NC2=CC(=NC=C2C1)NC